C1=C(C=CC2=CC=CC=C12)C=1C(=NC(=NC1)C1=CC=CC=C1)C(=O)OCC Ethyl 5-(Naphthalen-2-yl)-2-phenylpyrimidine-4-carboxylate